OCC[N+](C)(C)C.C(C=1C(O)=CC=CC1)(=O)[O-] salicylic acid choline salt